5-chloro-6-nitro-1,3-dihydroisobenzofuran ClC=1C=C2COCC2=CC1[N+](=O)[O-]